C(C)(C)(C)OC(=O)N1[C@H](CCC1)C(N)=O (R)-2-carbamoylpyrrolidine-1-carboxylic acid tert-butyl ester